CC=1C(=C(C=C(C1)C)O)I 3,5-dimethyl-2-iodophenol